trans-4-(((trans-4-(3-Cyano-4-methoxy-phenyl)cyclohexyl)-methyl)(3-(2-cyclopropyloxazol-4-yl)-phenyl)carbamoyl)-cyclohexyl 3-hydroxy-azetidine-1-carboxylate OC1CN(C1)C(=O)O[C@@H]1CC[C@H](CC1)C(N(C1=CC(=CC=C1)C=1N=C(OC1)C1CC1)C[C@@H]1CC[C@H](CC1)C1=CC(=C(C=C1)OC)C#N)=O